FC1=C2C=C(NC2=CC(=C1)OCC1=NOC(=C1)C)CNC(=O)C1(CC1)C N-({4-fluoro-6-[(5-methyl-3-isoxazolyl)methoxy]-2-indolyl}methyl)1-methylcyclopropanecarboxamide